2,4,6-trimethylphenylboronic acid CC1=C(C(=CC(=C1)C)C)B(O)O